CC1N(CCCC1)C1(CC(=NC2=CN=CC=C12)C1=CC=NC=C1)N 4-(2-methylpiperidin-1-yl)-2-(pyridin-4-yl)-1,7-naphthyridin-4-amine